N-(1-ethylpropoxycarbonyl)azetidine C(C)C(CC)OC(=O)N1CCC1